C(#N)C=1C=NC(=NC1)N1CC2N(C3=C(OC2)C=C(C=C3)NC(C(=O)C=3N(C(=CC3C3=CC=CC=C3)C)C)=O)CC1 N-(3-(5-cyanopyrimidin-2-yl)-1,2,3,4,4a,5-hexahydrobenzo[b]pyrazino[1,2-d][1,4]oxazin-8-yl)-2-(1,5-dimethyl-3-phenyl-1H-pyrrol-2-yl)-2-oxoacetamide